C(C)(C)(C)NC1=CC(=C2C(=N1)C=C(S2)C2=CC=NN2C2OCCCC2)NC2CCC(CC2)(F)F N5-(tert-butyl)-N7-(4,4-difluorocyclohexyl)-2-(1-(tetrahydro-2H-pyran-2-yl)-1H-pyrazol-5-yl)thieno[3,2-b]pyridin-5,7-diamine